C(#N)C1=CN=C(S1)NC([C@H](C1=CC=C(C=C1)C=1N=NN(N1)C)[C@@H]1CC(CC1)(F)F)=O (S)-N-(5-Cyanothiazol-2-yl)-2-((S)-3,3-difluorocyclopentyl)-2-(4-(2-methyl-2H-tetrazol-5-yl)phenyl)acetamide